FC1(CN(CCC1)C=1C2=C(N=C(N1)N(CCOC)CCOC)C(=NC(=N2)N(CCOC)CCOC)N2CC(CCC2)(F)F)F 4,8-bis(3,3-difluoropiperidin-1-yl)-N2,N2,N6,N6-tetrakis(2-methoxyethyl)pyrimido[5,4-d]pyrimidine-2,6-diamine